FC=1C=C(C=C(C1)F)C(CCO)N(C(OC(C)(C)C)=O)O tert-butyl (1-(3,5-difluorophenyl)-3-hydroxypropyl)(hydroxy)carbamate